CC1=CC=CC(=N1)OC1=CC(=NC=N1)OC1=C(C=CC=C1)/C(/C(=O)OC)=C\OC (E)-methyl 2-{2-[6-(6-methylpyridin-2-yloxy)pyrimidin-4-yloxy]phenyl}-3-methoxyacrylate